FS(=O)(=O)C=COF perfluoro fluorosulfonyl-vinyl ether